C(C)N(C(C(C)(C)C)=O)C1=CC=CC=C1 N-ethyl-N-phenyl-pivaloamide